N-[(1R)-1-(3,5-difluorophenyl)ethyl]pyrimidin-2-amine FC=1C=C(C=C(C1)F)[C@@H](C)NC1=NC=CC=N1